(S)-7'-(3,5-difluorophenyl)-1-(4-methyl-6-(thiazol-5-yl)pyridin-2-yl)dihydro-1'H,3'H,5'H-spiro[piperidine-4,2'-pyrazolo[1,2-a]pyrazol]-1'-one FC=1C=C(C=C(C1)F)[C@@H]1CCN2N1C(C1(C2)CCN(CC1)C1=NC(=CC(=C1)C)C1=CN=CS1)=O